(R)-2-Cyclopropyl-3-isobutoxy-7-isopropyl-11-oxo-6,7-dihydro-11H-benzo[f]pyrido[1,2-d][1,4]oxazepine-10-carboxylic acid C1(CC1)C=1C(=CC2=C(C=3N([C@@H](CO2)C(C)C)C=C(C(C3)=O)C(=O)O)C1)OCC(C)C